((1-fluorocyclopropyl)methoxy)-4-(1-methylpiperidin-4-yl)benzene-1,2-diamine FC1(CC1)COC1=C(C(=CC=C1C1CCN(CC1)C)N)N